(1R,2R,5R,9R,12R,16R)-5-ethenyl-1,5,12-trimethyl-10-oxatetracyclo[7.6.1.02,7.012,16]hexadec-7-ene-11,13-dione C(=C)[C@@]1(CC[C@H]2[C@]3(CCC([C@@]4(C(O[C@H](C=C2C1)[C@H]34)=O)C)=O)C)C